ClC=1C(=CC=2[C@@H]3[C@H](N4C(C2C1)=CC(C(=C4)C(=O)O)=O)C(CC3)(C)C)OCCCOC cis-10-chloro-11-(3-methoxypropoxy)-3,3-dimethyl-7-oxo-1,2,3,3a,7,12b-hexahydrocyclopenta[c]pyrido[2,1-a]isoquinoline-6-carboxylic acid